(R)-1-(1-benzyl-3-methyl-2-oxo-7-(trifluoromethyl)-2,3-dihydro-1H-pyrido[2,3-b][1,4]oxazin-6-yl)-3-(tert-butyl)urea C(C1=CC=CC=C1)N1C2=C(O[C@@H](C1=O)C)N=C(C(=C2)C(F)(F)F)NC(=O)NC(C)(C)C